3-((1s,3r)-1-biphenyl-4-ylmethyl-3-ethoxycarbonyl-1-butylcarbamoyl)propanoic acid C1(=CC=C(C=C1)C[C@H](C[C@@H](C)C(=O)OCC)NC(=O)CCC(=O)O)C1=CC=CC=C1